O[C@@H]([C@@H]1C(N([C@@H]1C1=CC=C(C=C1)OC)C1=CC=CC=C1)=O)C1=CC2=CC=CC=C2C=C1 |o1:1,2,5| rel-3(R)-[(S)-hydroxy-(2-naphthyl)methyl]-4(S)-(4-methoxyphenyl)-1-phenyl-2-azetidinone